6-fluoro-7-(2-fluoro-6-methoxyphenyl)-4-hydroxy-1-(2-isopropyl-4,6-dimethylpyridin-3-yl)-3-nitro-1,8-naphthyridine-2(1H)-one FC=1C=C2C(=C(C(N(C2=NC1C1=C(C=CC=C1OC)F)C=1C(=NC(=CC1C)C)C(C)C)=O)[N+](=O)[O-])O